dibenzyl-hexane-1,6-diyldicarbamic acid C(C1=CC=CC=C1)N(C(O)=O)CCCCCCN(C(O)=O)CC1=CC=CC=C1